(4-(cyclopropoxy)phenyl)boronic acid C1(CC1)OC1=CC=C(C=C1)B(O)O